C(C1=CC=CC=C1)OC=1C=C(C(=NC1C1=C(C(=CC=C1)Cl)Cl)Br)N1CCC2(CCC[C@H]2NC(OC(C)(C)C)=O)CC1 (R)-tert-butyl (8-(5-(benzyloxy)-2-bromo-6-(2,3-dichlorophenyl)pyridin-3-yl)-8-azaspiro[4.5]decan-1-yl)carbamate